Cl.FCCN1CCN(CC1)C1=CC(=NC(=N1)C)NC=1SC(=CN1)C1=CC=NC=C1 {6-[4-(2-Fluoro-ethyl)-piperazin-1-yl]-2-methyl-pyrimidin-4-yl}-(5-pyridin-4-yl-thiazol-2-yl)-amine hydrochloride